CC(C(=O)O)C(C(CCC)(C)C)C=C 2,4,4-trimethyl-3-vinyl-heptanoic acid